ClC1=CC2=C(N(C(N=C2N2CCN(CC2)C(C=C)=O)=O)[C@@H]2C(CCCC2)(C)C)N=C1C1=C(C=CC=C1O)F 6-chloro-1-((1S)-2,2-dimethylcyclohex-yl)-7-(2-fluoro-6-hydroxyphenyl)-4-(4-(2-propenoyl)-1-piperazinyl)pyrido[2,3-d]pyrimidin-2(1H)-one